[Si](C)(C)(C(C)(C)C)OC[C@@H]1C[C@H](CN1)O (3R,5S)-5-((tert-butyldimethylsilyloxy)methyl)pyrrolidin-3-ol